C1(CCCCC1)CN1N=C2C(=C1)CN(C2)C=2C(=NC=CN2)C(=O)N(C)C (2-(cyclohexylmethyl)-2,6-dihydropyrrolo[3,4-c]pyrazol-5(4H)-yl)-N,N-dimethylpyrazine-2-carboxamide